cadmium-tellurium-sulfide [Te]=S.[Cd]